4-hydroxy-N-(2-hydroxyethyl)-N-methylbutanamide OCCCC(=O)N(C)CCO